NC1=C(C(N(C2=CC=C(C=C12)Cl)C)=O)C 4-amino-6-chloro-1,3-dimethylquinolin-2(1H)-one